ortho-chlorotoluene ClC1=C(C)C=CC=C1